2-chloro-5-(2,2,2-trifluoro-1-((tetrahydro-2H-pyran-2-yl)oxy)ethyl)pyrimidine ClC1=NC=C(C=N1)C(C(F)(F)F)OC1OCCCC1